C(C)C=1N(C(=C(N1)CC)C)C=C 2,4-diethyl-5-methyl-1-vinylimidazole